N-(4-((7-chloro-1-methyl-2-((1-methyl-2-oxo-5-(trifluoromethyl)-1,2-dihydropyridin-3-yl)amino)-1H-imidazo[4,5-b]pyridin-6-yl)oxy)pyridin-2-yl)-2-methoxyacetamide ClC1=C2C(=NC=C1OC1=CC(=NC=C1)NC(COC)=O)N=C(N2C)NC=2C(N(C=C(C2)C(F)(F)F)C)=O